C(C)OC1=NC=CC=C1C1=NC(=C(C=C1)OC1CC2(CN(C2)C(=O)OC(C)(C)C)C1)[N+](=O)[O-] tert-butyl 6-((2'-ethoxy-6-nitro-[2,3'-bipyridin]-5-yl)oxy)-2-azaspiro[3.3]heptane-2-carboxylate